1-(4-{5-[5-fluoro-6-(2-methoxyethoxy)-1H-indazol-3-yl]-1,2-oxazol-3-yl}benzoyl)-N,N,3-trimethylazetidin-3-amine FC=1C=C2C(=NNC2=CC1OCCOC)C1=CC(=NO1)C1=CC=C(C(=O)N2CC(C2)(N(C)C)C)C=C1